ethyl 5-[tert-butoxycarbonyl(methyl)amino]-5-methyl-6,7-dihydro-4H-2-benzothiophene-1-carboxylate C(C)(C)(C)OC(=O)N(C1(CC=2C(=C(SC2)C(=O)OCC)CC1)C)C